CC(C)C(CC)NC1=CC(=CC=C1)N N-(2-methylpentan-3-yl)benzene-1,3-diamine